N1=C(C=CC=C1)CN1C(=NC2=C1C=CC=C2)COCC2=NC1=C(N2CC2=NC=CC=C2)C=CC=C1 bis[1-(pyridin-2-ylmethyl)-benzoimidazol-2-ylmethyl] ether